COC(=O)C1=CC2=C(NC(N2)=O)C=C1C.C(#N)C1(OC1C1=CC(OC2=CC(=CC=C12)O)=O)C#N 2,2-dicyano-3-(7-hydroxy-4-coumarin-yl)oxirane methyl-6-methyl-2-oxo-2,3-dihydro-1H-benzo[d]imidazole-5-carboxylate